1,2,4,5-benzenetetra-formyl chloride C=1(C(=CC(=C(C1)C(=O)Cl)C(=O)Cl)C(=O)Cl)C(=O)Cl